C=C(C(=O)[O-])C(=O)[O-] methylenmalonate